3-(6-((tert-butyldimethylsilyl)oxy)-2,5,7,8-tetramethylchroman-2-yl)propanal [Si](C)(C)(C(C)(C)C)OC=1C(=C2CCC(OC2=C(C1C)C)(C)CCC=O)C